bicyclo[3.1.1]heptan-1-ol C12(CCCC(C1)C2)O